C(N)(=O)[C@H]1N2C(N([C@H](CC1)C2)OS(=O)(=O)OCC(C(=O)OCOC(C(C)(C)C)=O)(C(=O)OCOC(C(C)(C)C)=O)C)=O bis((pivaloyloxy) methyl) 2-((((((2S,5R)-2-carbamoyl-7-oxo-1,6-diazabicyclo[3.2.1]octane-6-yl) oxy) sulfonyl) oxy) methyl)-2-methylmalonate